5-((S)-2-((S)-2-((S)-2-((7-chloroquinolin-4-yl)amino)propanamido)-4-methylpentanamido)-3-oxopropyl)-1H-imidazol-1-ium ClC1=CC=C2C(=CC=NC2=C1)N[C@H](C(=O)N[C@H](C(=O)N[C@@H](CC1=CN=C[NH2+]1)C=O)CC(C)C)C